3-{1-[(5-Methylthiophen-2-yl)methyl]-5-oxopyrrolidin-2-yl}-3-oxo-2-(1λ4-thiolan-1-ylidene)propanenitrile CC1=CC=C(S1)CN1C(CCC1=O)C(C(C#N)=S1CCCC1)=O